S(=S)(=O)([O-])[O-] THIOSULPHATE